N-(2-(4-((S)-4-cyclopropyl-3-methylpiperazine-1-yl)piperidine-1-yl)-5-((6-((R)-3-(3,5-difluorophenyl)-isoxazolidine-2-yl)pyrimidine-4-yl)amino)-4-methoxyphenyl)acrylamide C1(CC1)N1[C@H](CN(CC1)C1CCN(CC1)C1=C(C=C(C(=C1)OC)NC1=NC=NC(=C1)N1OCC[C@@H]1C1=CC(=CC(=C1)F)F)NC(C=C)=O)C